C(C)(C)(C)OC(=O)N[C@@H](C(=O)O)C(C)C (2R)-2-{[(tert-butoxy)carbonyl]amino}-3-methylbutanoic acid